C(C=C)(=O)N1C(C(C1)C(=O)N1CCC(CC1)N1N=CC(=C1C)C=1C=C(C=2N(C1)N=CC2C#N)OC)(C)C 6-(1-(1-(1-acryloyl-2,2-dimethylazetidine-3-carbonyl)piperidin-4-yl)-5-methyl-1H-pyrazol-4-yl)-4-methoxypyrazolo[1,5-a]pyridine-3-carbonitrile